2,3,4,5-tetrahydro-1,4-benzothiazepine-1,1-dione hydrochloride Cl.S1(CCNCC2=C1C=CC=C2)(=O)=O